OCCOC1=C(C=C(C=C1)C1=NC2=CC(=CC(=C2C(N1)=O)OC)OC)C 2-(4-(2-hydroxyethoxy)-3-methylphenyl)-5,7-dimethoxyquinazolin-4(3H)-one